ClC1=C(C=CC(=C1)NC=1C=2N(C=CN1)C(=CN2)C=2C(=NN(C2)CC2=NC=C(C=N2)C)C(F)(F)F)C(=O)N2CCNCC2 [2-chloro-4-[[3-[1-[(5-methylpyrimidin-2-yl)methyl]-3-(trifluoromethyl)pyrazol-4-yl]imidazo[1,2-a]pyrazin-8-yl]amino]phenyl]-piperazin-1-ylmethanone